C(C)(C)C=1N(N=C2C1N=C(C=C2)C2=NC(=NC=C2)NC2CC(CC2)NC(=O)[O-])C [3-[4-[3-isopropyl-2-methylpyrazolo[4,3-b]pyridin-5-yl]pyrimidin-2-yl]aminocyclopentan-1-yl]aminocarboxylate